F[C@H]1C[C@@H](O[C@@H]1CO)N1C(=O)NC(=O)C(C)=C1 deoxy-3'-Fluorothymidine